N-(tert-butoxycarbonyl)-4-isocyanocyclohexan-1-amine C(C)(C)(C)OC(=O)NC1CCC(CC1)[N+]#[C-]